N(=NCC(=O)[O-])CC(=O)[O-] azodiacetate